(2R,5S)-2-ethyl-1-(1-(2-fluoro-4-(trifluoromethyl)phenyl)ethyl)-5-methylpiperazine C(C)[C@H]1N(C[C@@H](NC1)C)C(C)C1=C(C=C(C=C1)C(F)(F)F)F